γ-glutamylleucine N[C@@H](CCC(=O)N[C@@H](CC(C)C)C(=O)O)C(=O)O